ClC1=C(C=C2C(=C(N(C2=C1F)C)C=1NC(=NN1)C(=O)N1CC(CC1)O)N1C=NC=C1)OC (5-(6-chloro-7-fluoro-3-(1H-imidazol-1-yl)-5-methoxy-1-methyl-1H-indol-2-yl)-4H-1,2,4-triazol-3-yl)(3-hydroxypyrrolidin-1-yl)methanone